BrC=1C2=CN(N=C2C=CC1)CCN1[C@@H]2[C@H](OCC1)CN(C2)C([C@H](CC=2N(C=NC2)C)N)=O (2S)-1-[(4aS,7aR)-4-[2-(4-bromoindazol-2-yl)ethyl]-2,3,4a,5,7,7a-hexahydropyrrolo[3,4-b][1,4]oxazin-6-yl]-2-amino-3-(3-methylimidazol-4-yl)propan-1-one